N1CCC(CC1)C1=CC2=C(C(NCC2)=O)S1 2-(piperidin-4-yl)-4H,5H-thieno[2,3-c]pyridin-7-one